2-[2-[2-[[2-(2,6-dioxo-3-piperidyl)-1,3-dioxo-isoindolin-4-yl]amino]-ethoxy]ethoxy]acetic acid O=C1NC(CCC1N1C(C2=CC=CC(=C2C1=O)NCCOCCOCC(=O)O)=O)=O